C(C)N(CC)CC.[C@@H]1(C[C@H](O)[C@@H](CO)O1)N1C=NC=2C(=O)NC(N)=NC12 2'-deoxyguanosine triethylamine salt